((2-(3'-((3-(((carboxymethyl)amino)methyl)-1,7-naphthyridin-8-yl)amino)-2,2'-dimethyl-[1,1'-biphenyl]-3-yl)-6-(difluoromethoxy)benzo[d]oxazol-5-yl)methyl)-L-proline C(=O)(O)CNCC=1C=NC2=C(N=CC=C2C1)NC=1C(=C(C=CC1)C1=C(C(=CC=C1)C=1OC2=C(N1)C=C(C(=C2)OC(F)F)CN2[C@@H](CCC2)C(=O)O)C)C